2-imino-1,2,3,4-tetrahydro-2λ4-benzo[d][1,2]thiazine 2-oxide N=S1(NCC2=C(C1)C=CC=C2)=O